COC=1C=C2C(=CNC2=CC1)C=1C(N(C(C1C1=CN(C2=CC=CC=C12)C)=O)C1=CC=CC=C1)=O 3-(5-methoxy-1H-indol-3-yl)-4-(1-methyl-1H-indol-3-yl)-1-phenyl-1H-pyrrole-2,5-dione